BrC=1C=C2/C(/N=C(N(C2=CC1)C)C)=N/[C@H](C)C1=C(C(=CC=C1)C(F)(F)F)C (R,Z)-6-bromo-1,2-dimethyl-N-(1-(2-methyl-3-(trifluoromethyl)phenyl)-ethyl)quinazolin-4(1H)-imine